5-Fluoro-N4-(3-hydroxyphenyl)-N2-[1-(methoxycarbonyl)methyl-indazol-5-yl]-2,4-pyrimidinediamine FC=1C(=NC(=NC1)NC=1C=C2C=NN(C2=CC1)CC(=O)OC)NC1=CC(=CC=C1)O